4,4''-terphenyldicarboxylic acid C1(=CC=C(C=C1)C(=O)O)C=1C(=CC=CC1)C1=CC=C(C=C1)C(=O)O